1,3-dimethoxy-5-vinyl-benzene COC1=CC(=CC(=C1)C=C)OC